1,3-dihydro-spiro[indene-2,4'-piperidine]-4-formonitrile N1CCC2(CC1)CC=1C=CC=C(C1C2)C#N